((((1H-imidazol-1-yl)oxy)carbonyl)(1,3-dioxoisoindolin-2-yl)amino)propionic acid N1(C=NC=C1)OC(=O)N(N1C(C2=CC=CC=C2C1=O)=O)C(C(=O)O)C